N-[5-(2,5-dihydro-1H-pyrrol-3-yl)pyridin-2-yl]-5-[3-(6-methylpyridin-2-yl)-1H-pyrazol-4-yl]-1H-indazol-3-amine N1CC(=CC1)C=1C=CC(=NC1)NC1=NNC2=CC=C(C=C12)C=1C(=NNC1)C1=NC(=CC=C1)C